7-((5-chloropyridin-2-yl)methyl)-1-(3-hydroxypropyl)-3-methyl-8-(o-tolyl)-1H-purine-2,6(3H,7H)-dione ClC=1C=CC(=NC1)CN1C(=NC=2N(C(N(C(C12)=O)CCCO)=O)C)C1=C(C=CC=C1)C